N-Allyl-N-(2-((S)-1-(2,3-difluorobenzyl)-5-oxopyrrolidin-2-yl)acetyl)-L-valine C(C=C)N([C@@H](C(C)C)C(=O)O)C(C[C@H]1N(C(CC1)=O)CC1=C(C(=CC=C1)F)F)=O